[Se].[Zn].O[C@@H](C[N+](C)(C)C)CC([O-])=O L-carnitine zinc-selenium